1,2-divinyl ethylene carbonate C(O)(O)=O.C(=C)C=CC=C